ClC1=NN(C=C1C1=NC=CC(=N1)NC=1N=CC2=C(C=C(C(=C2C1)[C@@H](C)OC)F)N1[C@@H]([C@H](C1)CS(=O)(=O)C)C)C N-(2-(3-chloro-1-methyl-1H-pyrazol-4-yl)pyrimidin-4-yl)-6-fluoro-5-((R)-1-methoxyethyl)-8-((2R,3S)-2-methyl-3-((methylsulfonyl)methyl)azetidin-1-yl)isoquinolin-3-amine